C1(CC1)C1N(C2=CC=C(C=C2CC1)CC)S(=O)(=O)C=1C=CC(=C(CO)C1)OCC1CCOCC1 5-((2-cyclopropyl-6-ethyl-3,4-dihydroquinolin-1(2H)-yl)sulfonyl)-2-((tetrahydro-2H-pyran-4-yl)methoxy)benzyl Alcohol